acetone dimethyl ketal COC(C)(C)OC